FC1=CC(=CC2=CN(N=C12)C)C1=CC2=C(N=C(S2)C2CCNCC2)S1 7-fluoro-2-methyl-5-[2-(piperidin-4-yl)thieno[2,3-d][1,3]thiazol-5-yl]indazole